C(C)(C)(C1=CC=CC=C1)C1=CC=C(C=C1)C1=CC(=CC=C1)B1OC(C)(C)C(C)(C)O1 4'-α-cumyl-1,1'-biphenyl-3-ylboronic acid pinacol ester